dimethyl-4-oxobutan-4-amine CC(CCC(N)=O)C